(6-(benzyloxy)-2-methyl-2H-indazol-5-yl)-5-(6-methyl-2,6-diazaspiro[3.5]nonan-2-yl)pyrazine-2-carboxamide C(C1=CC=CC=C1)OC=1C(=CC2=CN(N=C2C1)C)C=1C(=NC=C(N1)N1CC2(C1)CN(CCC2)C)C(=O)N